N1=C(N=CC=C1)N1CCN(CC1)C1=NC=NC2=CC=C(C=C12)C1=CC(=NC=C1)N 4-(4-(4-(pyrimidin-2-yl)piperazin-1-yl)quinazolin-6-yl)pyridin-2-amine